C1(CC1)C1=NN2C(C=C(C=C2C)N2CC3(C2)CN(C3)C(=O)[C@@H]3COCC3)=C1N(C=1SC(=C(N1)C1=CC=C(C=C1)F)C#N)C (S)-2-((2-cyclopropyl-7-methyl-5-(6-(tetrahydrofuran-3-carbonyl)-2,6-diazaspiro[3.3]heptan-2-yl)pyrazolo[1,5-a]pyridin-3-yl)(methyl)amino)-4-(4-fluorophenyl)thiazole-5-carbonitrile